5-[(Z)-4-chloro-benzoylimino]-2-(4-chloro-benzyl)-3-oxo-[1,2,4]thiadiazolidin-4-ylmethyl dimethylaminoacetate CN(C)CC(=O)OCN/1C(N(S\C1=N/C(C1=CC=C(C=C1)Cl)=O)CC1=CC=C(C=C1)Cl)=O